C(C)(C)(C)OC(=O)N1C2=C(OC(C1)CCC(=O)OCC)C=CC=C2 (3-ethoxy-3-oxopropyl)-2,3-dihydro-4H-benzo[b][1,4]oxazine-4-carboxylic acid tert-butyl ester